FC1(OC2=C(O1)C=CC(=C2)[C@H](C)OC2=CC(=CN=N2)N2N=C(C=1CCC[C@@H](C21)OC2CCC(CC2)C(=O)O)C(F)(F)F)F (1S,4r)-4-(((S)-1-(6-((S)-1-(2,2-difluorobenzo[d][1,3]dioxol-5-yl)ethoxy)pyridazin-4-yl)-3-(trifluoromethyl)-4,5,6,7-tetrahydro-1H-indazol-7-yl)oxy)cyclohexane-1-carboxylic acid